ClC(=C1[C@@H]2CC[C@H]1C1=C(C=CC=C21)NC(=O)C=2C(=NN(C2)C)C(F)F)Cl N-[(1R,4S)-9-(Dichloromethylen)-1,2,3,4-tetrahydro-1,4-methanonaphthalin-5-yl]-3-(difluoromethyl)-1-methyl-1H-pyrazol-4-carboxamid